NC=1C=C(C=C(C1)C(F)(F)F)[C@@H](C)NC1=NC=NC2=CC=C(C=C12)Br (R)-N-(1-(3-amino-5-trifluoromethylphenyl)ethyl)-6-bromoquinazolin-4-amine